CC1=CNC(C=2N1N=C(C2C(F)(F)F)C(=O)N)=O 7-methyl-4-oxo-3-(trifluoromethyl)-4,5-dihydropyrazolo[1,5-a]pyrazine-2-carboxamide